(S)-N-(6-chloro-4-(1-methoxyethyl)-1,5-naphthyridin-3-yl)-N'-(6-(4-methyl-2H-1,2,3-triazol-2-yl)-5-(trifluoromethyl)pyridin-3-yl)urea ClC=1N=C2C(=C(C=NC2=CC1)NC(=O)NC=1C=NC(=C(C1)C(F)(F)F)N1N=CC(=N1)C)[C@H](C)OC